N-(5-((1-ethylpiperidin-4-yl)methoxy)pyridin-2-yl)-5-fluoro-4-(8-fluoro-4-isopropyl-3,4-dihydro-2H-benzo[b][1,4]oxazin-6-yl)pyridin-2-amine C(C)N1CCC(CC1)COC=1C=CC(=NC1)NC1=NC=C(C(=C1)C1=CC2=C(OCCN2C(C)C)C(=C1)F)F